BrC=1C=NN2C1OCC2 7-bromo-2,3-dihydropyrazolo(5,1-b)oxazole